1-(1-(6-(4-chlorophenyl)-2-(pyridin-3-yl)pyrimidin-4-yl)-4-phenylpiperidin-4-yl)ethan-1-one ClC1=CC=C(C=C1)C1=CC(=NC(=N1)C=1C=NC=CC1)N1CCC(CC1)(C1=CC=CC=C1)C(C)=O